ClC=1C=C(C(=O)N(C)OC)C=C(C1O)OC 3-chloro-4-hydroxy-N,5-dimethoxy-N-methylbenzamide